C(C)OC(=O)C=1N=CC=2C(N(CCC2C1)C1=CC(=CC(=C1)C)F)C 7-(3-fluoro-5-methylphenyl)-8-methyl-5,6,7,8-tetrahydro-2,7-naphthyridine-3-carboxylic acid ethyl ester